N-(((9H-fluoren-9-yl)methoxy)carbonyl)-O-isopentyl-N-methyl-L-serine C1=CC=CC=2C3=CC=CC=C3C(C12)COC(=O)N([C@@H](COCCC(C)C)C(=O)O)C